(S or R)-4-(3-(6-azaspiro[2.5]octan-1-yl)propoxy)-2-chloro-N,N-dimethylbenzamide hydrochloride Cl.[C@@H]1(CC12CCNCC2)CCCOC2=CC(=C(C(=O)N(C)C)C=C2)Cl |o1:1|